C(C)(C)(C)OC(=O)N[C@@H](CC(=O)OCC)C=1C=C(C=C(C1F)C)C1=C(C=C(C=C1C)Cl)O ethyl (3S)-3-[(tert-butoxycarbonyl)amino]-3-{4'-chloro-4-fluoro-2'-hydroxy-5,6'-dimethyl-[1,1'-biphenyl]-3-yl}propanoate